NC(C(C(=O)NC1=C(C=C(C=C1)S(=O)(=O)NC1=C(N=CS1)C(=O)O)F)C)=N 5-[[4-[(3-amino-3-imino-2-methyl-propanoyl)amino]-3-fluoro-phenyl]sulfonylamino]thiazole-4-carboxylic acid